N-(4-((3-nitroquinolin-4-yl)amino)butyl)-N-(tetrahydro-2H-pyran-4-yl)acetamide [N+](=O)([O-])C=1C=NC2=CC=CC=C2C1NCCCCN(C(C)=O)C1CCOCC1